[NH3+][C@@H]([C@H](O)C)C(=O)O threoninium